3-(4,5-dimethylthiazol-2-yl)-2,5-diphenyl-2H-tetrazolium CC=1N=C(SC1C)N1N([NH2+]C(=N1)C1=CC=CC=C1)C1=CC=CC=C1